ClC1=C(C=CC=2C(C(SC21)(F)F)(F)F)OC2=C(C#N)C=C(C=C2)F (7-chloro-2,2,3,3-tetrafluoro-2,3-dihydro-1-benzothiophen-6-yl)oxy-5-fluorobenzonitrile